2,2,2-trifluoro-N-[[4-[5-(trifluoromethyl)-1,2,4-oxadiazol-3-yl]phenyl]methyl]ethylamine FC(CNCC1=CC=C(C=C1)C1=NOC(=N1)C(F)(F)F)(F)F